6-fluoro-2,3-dihydrofuro[3,2-b]pyridine FC=1C=C2C(=NC1)CCO2